N1=C(C=CC=C1CN(CC1=CC=CC(=N1)C(=O)O)CC1=CC=CC(=N1)C(=O)O)CN(CC1=CC=CC(=N1)C(=O)O)CC1=CC=CC(=N1)C(=O)O 6,6',6'',6'''-(((pyridine-2,6-diylbis(methylene))bis(azanetriyl))tetrakis(methylene))-tetrapicolinic acid